C(C=C)N(C(=O)[C@H]1N(CCC1)S(=O)(=O)C1=C(C=C(C=C1)C)O[C@@H]1[C@@H](CCC1)C=C)C1CCC(CC1)(F)F |o1:22,23| (S)-N-Allyl-N-(4,4-difluorocyclohexyl)-1-((4-methyl-2-(((1S*,S*)-2-vinylcyclopentyl)oxy)phenyl)sulfonyl)pyrrolidine-2-carboxamide